Cl.O1CCN(CC1)C1=NSC(=N1)N 3-Morpholino-1,2,4-thiadiazole-5-amine hydrochloride